5-Ribosyl-Uracil C1([C@H](O)[C@H](O)[C@H](O1)CO)C=1C(NC(NC1)=O)=O